2-methyl-5-(2,4,6-trichloropyrimidin-5-yl)-1,3,4-oxadiazole CC=1OC(=NN1)C=1C(=NC(=NC1Cl)Cl)Cl